CN1N=C2N(C3=CC=C(C=C3C2=C1)C(=O)O)CC1=CC=C(C=C1)C(F)(F)F 2-Methyl-8-{[4-(trifluoromethyl)phenyl]methyl}-2H,8H-pyrazolo[3,4-b]indole-5-carboxylic acid